C(C)(C)(C)OC(NCCN1CCN(CC1)CC1=CC=CC=C1)=O (2-(4-Benzylpiperazin-1-yl)ethyl)carbamic acid tert-butyl ester